3-(4-((3-(4-(3-azidopropyl)phenyl)propyl)thio)-1-oxoisoindolin-2-yl)piperidine-2,6-dione N(=[N+]=[N-])CCCC1=CC=C(C=C1)CCCSC1=C2CN(C(C2=CC=C1)=O)C1C(NC(CC1)=O)=O